Tert-butyl (4-(benzo[d][1,3]dioxol-4-ylamino)-6-((2,3-dihydro-1H-inden-2-yl)carbamoyl)-pyridin-2-yl)carbamate O1COC2=C1C=CC=C2NC2=CC(=NC(=C2)C(NC2CC1=CC=CC=C1C2)=O)NC(OC(C)(C)C)=O